O=C1N(CC2=CC(=CC=C12)N1CCNCC1)C1C(NC(CC1)=O)=O 3-(1-oxo-5-(piperazin-1-yl)isoindol-2-yl)piperidine-2,6-dione